tert-butyl (R)-(1-(6-((2,8-dimethylimidazo[1,2-a]pyrazin-6-yl)carbamoyl)-1,2,4-triazin-3-yl)pyrrolidin-3-yl)(methyl)-carbamate CC=1N=C2N(C=C(N=C2C)NC(=O)C2=CN=C(N=N2)N2C[C@@H](CC2)N(C(OC(C)(C)C)=O)C)C1